NC12CC(C1)(C2)C(=O)NNC(=O)[C@@H]2C[C@@H](C2)OC(F)(F)F 3-amino-N'-(cis-3-(trifluoromethoxy)cyclobutane-1-carbonyl)bicyclo[1.1.1]pentane-1-carbohydrazide